NC1=C2N=CN(C2=NC=N1)CC(=O)N1[C@@H](CCC1)C(=O)NCC1=C(C(=CC=C1)Cl)F (S)-1-(2-(6-amino-9H-purin-9-yl)acetyl)-N-(3-chloro-2-fluorophenylmethyl)pyrrolidine-2-carboxamide